ClC1=CC(=C(C=C1F)C1=CC=C(N=N1)N([C@@H]1C[C@H]2CC([C@@H](C1)N2C(=O)OC(C)(C)C)(F)F)C)OCOC |r| (±)-tert-butyl (1S,3R,5R)-3-((6-(4-chloro-5-fluoro-2-(methoxymethoxy)phenyl)pyridazin-3-yl)(methyl)amino)-6,6-difluoro-8-azabicyclo[3.2.1]octane-8-carboxylate